C1(=CC=CC=C1)SC1=CC=C(C=C1)CC#N 2-(4-(phenylthio)phenyl)acetonitrile